CN(CCN(CCCO)C)C 3-((2-(dimethylamino)ethyl)(methyl)amino)-1-propanol